ClC1=CC(=C(C=C1)C1=NC(=CC2=C1N=C(N(C2=O)C)C)[C@@H]2C[C@@H](OCC2)C=2C=NN(C2)C)F 8-(4-chloro-2-fluoro-phenyl)-2,3-dimethyl-6-[(2R,4S)-2-(1-methylpyrazol-4-yl)tetrahydropyran-4-yl]pyrido[3,4-d]pyrimidin-4-one